(S,E)-(5-(2,3-dimethylphenyl)-4-(trifluoromethyl)pyrimidin-2-yl)(2-(hydroxymethyl)-4-(methoxyimino)pyrrolidin-1-yl)methanone CC1=C(C=CC=C1C)C=1C(=NC(=NC1)C(=O)N1[C@@H](C\C(\C1)=N/OC)CO)C(F)(F)F